S-(3-(3,4,5-trimethoxyphenyl)prop-2-yn-1-yl) 2-oxopropanethioate O=C(C(SCC#CC1=CC(=C(C(=C1)OC)OC)OC)=O)C